CC1C(OC2=C(O1)C=CC=C2N2CCNCC2)C 2,3-Dimethyl-5-(piperazin-1-yl)-2,3-dihydro-1,4-benzodioxine